O=C1NC(CC[C@@H]1N1C(C2=CC=C(C=C2C1)N1CCN(CC1)CC1=CC=C(C(=O)OC(C)(C)C)C=C1)=O)=O tert-butyl (S)-4-((4-(2-(2,6-dioxopiperidin-3-yl)-1-oxoisoindolin-5-yl)piperazin-1-yl)methyl)benzoate